tert-butyl (1S,5R)-7-[[6-[7-pyrazol-1-yl-1-(2-trimethylsilylethoxy methyl)indazol-4-yl]-1,2,4-triazin-3-yl]amino]-3-oxa-9-azabicyclo[3.3.1]nonane-9-carboxylate N1(N=CC=C1)C=1C=CC(=C2C=NN(C12)COCC[Si](C)(C)C)C1=CN=C(N=N1)NC1C[C@@H]2COC[C@H](C1)N2C(=O)OC(C)(C)C